BrC1=C(C=C(C(=N1)C1=CN=C2N1N=C(C(=C2)OC)N2CCOCC2)F)F (3-(6-bromo-3,5-difluoropyridin-2-yl)-7-methoxyimidazo[1,2-b]pyridazin-6-yl)morpholine